2-(2-cyclopropyl-4-(5-methyl-1,2,4-oxadiazol-3-yl)phenyl)pyrimidine-5-carbonyl chloride C1(CC1)C1=C(C=CC(=C1)C1=NOC(=N1)C)C1=NC=C(C=N1)C(=O)Cl